C(C1=CC=CC=C1)C=1NC(OC1)=O (4S)-4-benzyl-1,3-oxazol-2-one